BrC=1C=C(C(=NC1)OCC1OC1)NS(=O)(=O)C N-(5-bromo-2-(oxiran-2-ylmethoxy)pyridin-3-yl)methanesulfonamide